C(C)(C)(C)OC(=O)N1CC2=NC(=CC=C2C1CO[Si](C1=CC=CC=C1)(C1=CC=CC=C1)C(C)(C)C)CO 5-(((tert-butyldiphenylsilyl)oxy)methyl)-2-(hydroxymethyl)-5,7-dihydro-6H-pyrrolo[3,4-b]pyridine-6-carboxylic acid tert-butyl ester